3-sulfenyl-1-propanesulfonic acid sodium salt [Na+].S=CCCS(=O)(=O)[O-]